ClC1=C(C=CC=C1F)C(C(=O)O)C(F)F 2-chloro-β,β,3-trifluoro-phenylpropionic acid